(S)-2-amino-N1-(4-(methylsulfonyl)benzyl)glutaramide hydrochloride Cl.N[C@H](C(=O)NCC1=CC=C(C=C1)S(=O)(=O)C)CCC(=O)N